CC=1CC(CC(C1)(C)C)O 3,5,5-Trimethylcyclohex-3-En-1-Ol